fucose 1-phosphate C[C@H]1[C@H]([C@H]([C@@H]([C@H](O1)OP(=O)(O)O)O)O)O